methyl 4-((4-bromo-6-fluoro-1H-indol-5-yl)oxy)picolinate BrC1=C2C=CNC2=CC(=C1OC1=CC(=NC=C1)C(=O)OC)F